di-tertiary butyl-phenol C(C)(C)(C)C=1C(=C(C=CC1)O)C(C)(C)C